ClC=1C=C(C=CC1F)C=1C(=C2N(N1)CCC2)C=2C=C1C=NNC1=CC2 5-(2-(3-Chloro-4-fluorophenyl)-5,6-dihydro-4H-pyrrolo[1,2-b]pyrazol-3-yl)-1H-indazole